CN(C(=O)C1=CC=C(C=C1)C=1N=C(SC1SC(C)C)N1N=C(C(=C1C(=O)O)C1=CC(=CC=C1)F)C)C 1-(4-(4-(dimethylcarbamoyl)phenyl)-5-(isopropylsulfanyl)thiazol-2-yl)-4-(3-fluorophenyl)-3-methyl-1H-pyrazole-5-carboxylic acid